(4R)-N-[2-[5,7-difluoro-2-(4-fluorophenyl)-1H-indol-3-yl]ethyl]-2-oxo-oxazolidine FC=1C=C2C(=C(NC2=C(C1)F)C1=CC=C(C=C1)F)CCN1C(OCC1)=O